2-(8-oxa-3-azabicyclo[3.2.1]oct-3-yl)thiazole-4-carboxylic acid methyl ester COC(=O)C=1N=C(SC1)N1CC2CCC(C1)O2